3-cyano-6-phenyl-1,4-dihydropyridine C(#N)C1=CNC(=CC1)C1=CC=CC=C1